IC=1C=CC=2N(C3=CC=C(C=C3C2C1)I)C1=CC=CC=C1 3,6-diiodo-9-phenylcarbazole